11-methacryloyloxy-1,10-undecanedicarboxylic acid C(C(=C)C)(=O)OCC(CCCCCCCCCC(=O)O)C(=O)O